CC=1C=C(OC1C(F)(F)F)C(=O)O 4-methyl-5-(trifluoromethyl)furan-2-carboxylic acid